FC(S(=O)(=O)N1C[C@@H](CCC1)NC(CC=1N=CC2=CC=C(C=C2C1)C1=CC=CC=C1)=O)F (R)-N-(1-((difluoromethyl)sulfonyl)piperidin-3-yl)-2-(6-phenylisoquinolin-3-yl)acetamide